4-(((S)-7-hydroxy-7-methyl-6,7-dihydro-5H-cyclopenta[b]pyridin-2-yl)amino)-2-((4-(3-methyl-3,8-diazabicyclo[3.2.1]octan-8-yl)phenyl)amino)pyrimidine-5-carbonitrile O[C@]1(CCC=2C1=NC(=CC2)NC2=NC(=NC=C2C#N)NC2=CC=C(C=C2)N2C1CN(CC2CC1)C)C